9H-pyrimido[4,5-b]indole-7-carboxylate N1=CN=CC2=C1NC1=CC(=CC=C21)C(=O)[O-]